N-(3-(4-amino-3-(4-phenoxyphenyl)-1H-pyrazolo[3,4-d]pyrimidin-1-yl)cyclohexyl)-N-ethyl-1H-1,2,4-triazole-1-carboxamide NC1=C2C(=NC=N1)N(N=C2C2=CC=C(C=C2)OC2=CC=CC=C2)C2CC(CCC2)N(C(=O)N2N=CN=C2)CC